C(C)(C)(C)NC1=CC=C(C(=N1)N1N(C(=C(C1=O)NC(C1=CC=C(C=C1)OC(F)F)=O)C1=C(C=C(C=C1F)OC)F)C)C(F)(F)F N-{2-[6-(tert-butylamino)-3-(trifluoromethyl)pyridin-2-yl]-5-(2,6-difluoro-4-methoxyphenyl)-1-methyl-3-oxo-2,3-dihydro-1H-pyrazol-4-yl}-4-(difluoromethoxy)benzamide